FC1=C(C=CC(=C1)C=1N=NNC1)NC(=O)C=1C(=NC(=NC1OCC1=CC=C(C=C1)OC)SC)OCC1=CC=C(C=C1)OC N-(2-fluoro-4-(1H-1,2,3-triazol-4-yl)phenyl)-4,6-bis((4-methoxybenzyl)oxy)-2-(methylthio)pyrimidine-5-carboxamide